(1R,6S,8aS)-6-methoxy-1,4,4,6-tetra-methyloctahydro-1H-5,8a-methanoazulene CO[C@@]1(C2C(C3CC[C@H]([C@]3(CC1)C2)C)(C)C)C